BrC1=C(C=C2C=NC(=NC2=C1OC1CC(C1)(F)F)OC[C@H]1N(CCC1)C)Cl 7-bromo-6-chloro-8-(3,3-difluorocyclobutoxy)-2-(((S)-1-methylpyrrolidin-2-yl)methoxy)quinazoline